C1(CC1)[C@]1(C(N(C[C@H]1C)C=1C=2N(C=C(N1)C=1C=NC(=NC1)OC)N=CC2)=O)C#N (3R,4S)-3-cyclopropyl-1-[6-(2-methoxypyrimidin-5-yl)pyrazolo[1,5-a]pyrazin-4-yl]-4-methyl-2-oxopyrrolidine-3-carbonitrile